FC1(CC(C1)N1C(C2=C(C(=C1)C(=O)N[C@H](C)C1=CC(=CC=C1)C(F)(F)F)NN=C2)=O)F (R)-5-(3,3-difluorocyclobutyl)-4-oxo-N-(1-(3-(trifluoromethyl)phenyl)ethyl)-4,5-dihydro-1H-pyrazolo[4,3-c]pyridine-7-carboxamide